ClC1=C2C=C(NC2=CC(=C1OCC1=CC(=CC=C1)C(F)(F)F)Cl)C(=O)O 4,6-Dichloro-5-((3-(trifluoromethyl)benzyl)oxy)-1H-indole-2-carboxylic acid